P(=O)(=O)O phosphoalcohol